C(C)OC(C(CC)=O)=O 2-oxobutanoic acid ethyl ester